3-Ethoxy-1,2-propandiol C(C)OCC(CO)O